[Si](C)(C)(C(C)(C)C)OCC[C@H](C)N1N=C(C=2C=NC(=CC21)Cl)C#CC2CN(C2)C (S)-1-(4-((tert-butyldimethylsilyl)oxy)butan-2-yl)-6-chloro-3-((1-methylazetidin-3-yl)ethynyl)-1H-pyrazolo[4,3-c]pyridine